O=C1NC(CCC1N1C(C2=CC=C(C=C2C1=O)N1CCC2(CC(CC2)N2CCC(CC2)C2=CC=C(C=C2)[N+](=O)[O-])CC1)=O)=O 2-(2,6-dioxo-3-piperidyl)-5-[3-[4-(4-nitrophenyl)-1-piperidyl]-8-azaspiro[4.5]decan-8-yl]isoindoline-1,3-dione